COC1=CC=C(C=C1)/C=C/C(=O)OC1=C(C=C(C=C1)/C=N/C1=CC=C(C=C1)O)OC (E)-4-((E)-(4-hydroxyphenylimino)methyl)-2-methoxyphenyl 3-(4-methoxyphenyl)acrylate